C(C1=CC=CC=C1)N1[C@H]2CC(C[C@@H]1CC2)NC(=O)C2=CC=C1C=NNC1=C2 N-((1R,3s,5S)-8-Benzyl-8-azabicyclo[3.2.1]octan-3-yl)-1H-indazol-6-carboxamid